ClC=1C=C(C=CC1C1CCCCC1)C(CCNCCC1CCCCC1)=O (3-chloro-4-cyclohexylphenyl)-3-(cyclohexylethylamino)propan-1-one